6-((1S,4S)-2,5-diazabicyclo[2.2.1]heptan-2-yl)-N-(2,3-difluoro-4-(((S)-tetrahydrofuran-3-yl)methoxy)phenyl)pyrido[3,2-d]pyrimidin-4-amine [C@@H]12N(C[C@@H](NC1)C2)C=2C=CC=1N=CN=C(C1N2)NC2=C(C(=C(C=C2)OC[C@@H]2COCC2)F)F